(Z)-N,N-Dimethyl-9-[3-(4-methyl-1-piperazinyl)propylidene]thioxanthene-2-sulfonamide CN(S(=O)(=O)C1=CC=2\C(\C3=CC=CC=C3SC2C=C1)=C/CCN1CCN(CC1)C)C